methyl 1-(3-fluoro-4-[[2-(1-methylpiperidin-4-ylsulfonyl)-1,6-naphthyridin-7-yl]amino]phenyl)pyrazole-3-carboxylate FC=1C=C(C=CC1NC1=NC=C2C=CC(=NC2=C1)S(=O)(=O)C1CCN(CC1)C)N1N=C(C=C1)C(=O)OC